(5-(5-(4-methylpyridin-3-yl)-1H-pyrrolo[2,3-b]pyridin-3-yl)pyrazolo[1,5-a]pyridin-3-yl)(morpholino)methanone CC1=C(C=NC=C1)C=1C=C2C(=NC1)NC=C2C2=CC=1N(C=C2)N=CC1C(=O)N1CCOCC1